(4-aminopyridin-3-yl)-4-(tert-butyl)benzamide NC1=C(C=NC=C1)C1=C(C(=O)N)C=CC(=C1)C(C)(C)C